CS(=O)(=O)C1=NC=2CC3(CCC2C(=N1)N1CCC2(CN(C2)C(=O)OC(C)(C)C)CC1)CCC1=CC=CC=C13 tert-butyl 7-(2'-(methylsulfonyl)-2,3,6',8'-tetrahydro-5'H-spiro[indene-1,7'-quinazolin]-4'-yl)-2,7-diazaspiro[3.5]nonane-2-carboxylate